NC(CCCN1N=C2C=C(C(=CC2=C1)NC(=O)C=1N=C(SC1)Br)C1=COC=C1)=O N-(2-(4-amino-4-oxobutyl)-6-(furan-3-yl)-2H-indazol-5-yl)-2-bromothiazole-4-carboxamide